S1C=NC2=C1C(=CC=C2)C2=C(C=C(C=C2)N2CCN(CC2)C(=O)NC=2N=C(SC2)C#C)C#N 4-(4-(Benzo[d]thiazol-7-yl)-3-cyanophenyl)-N-(2-ethynyl-thiazol-4-yl)piperazine-1-carboxamide